CN1CCN(CC1)CC=1C=C(C=C(C1)C(F)(F)F)CC(=O)O 2-(3-((4-METHYLPIPERAZIN-1-YL)METHYL)-5-(TRIFLUOROMETHYL)PHENYL)ACETIC ACID